COC(=O)[C@H]1NC[C@H]2[C@@H]1C2(C)C (1S,3aS,4aR)-4,4-dimethyl-2,3,3a,4a-tetrahydro-1H-cyclopropa[1,2-c]pyrrole-1-carboxylic acid methyl ester